3-chloro-4-(cyclopropylmethoxy)-2-fluoroaniline ClC=1C(=C(N)C=CC1OCC1CC1)F